FC(C1=CC=C(CC=2CCN(C2)C(=O)OC(C)(C)C)C=C1)(F)F tert-butyl 4-(4-(trifluoromethyl)benzyl)-2,3-dihydro-1H-pyrrole-1-carboxylate